1-ethylpyrrol-3-ol C(C)N1C=C(C=C1)O